6-chloro-1-methyl-pyrrolo[2,3-b]Pyridine-3-carboxylic acid methyl ester COC(=O)C1=CN(C2=NC(=CC=C21)Cl)C